C12CN(CC2C1)C1=NC2=C(C=C(C=C2C(N1C)=O)C=C)C(C)NC1=C(C(=O)O)C=CC=C1 2-((1-(2-(3-Azabicyclo[3.1.0]hexan-3-yl)-3-methyl-4-oxo-6-vinyl-3,4-dihydroquinazolin-8-yl)ethyl)amino)benzoic acid